C(=O)(O)CCC(=O)N1N=C(C2=C(C=CC=C12)C1=CC=C(C=C1)C=1CCCCC1)NCC1=C(C(=O)O)C=CC=C1 (((1-(3-carboxypropionyl)-4-(2',3',4',5'-tetrahydro-[1,1'-biphenyl]-4-yl)-1H-indazol-3-yl)amino)methyl)benzoic acid